azido-1-(4-(trifluoromethyl)phenyl)ethan-1-one N(=[N+]=[N-])CC(=O)C1=CC=C(C=C1)C(F)(F)F